2-allyl-6-((2-(tert-butyl)-2H-indazol-5-yl)amino)-1-(6-((1-methylpiperidin-4-yl)oxy)pyridin-2-yl)-1,2-dihydro-3H-pyrazolo[3,4-d]pyrimidin-3-one C(C=C)N1N(C2=NC(=NC=C2C1=O)NC1=CC2=CN(N=C2C=C1)C(C)(C)C)C1=NC(=CC=C1)OC1CCN(CC1)C